O=S1(CCC(CC1)=CC1=C(N(N=C1C(F)(F)F)C1=NC=CC=N1)N)=O 4-[(1,1-dioxothian-4-ylidene)methyl]-2-pyrimidin-2-yl-5-(trifluoromethyl)pyrazol-3-amine